5-(4-hydroxyphenyl)-[1,2]dithiol-3-thione OC1=CC=C(C=C1)C1=CC(SS1)=S